O=C([C@H](CC(=O)O)NCCC)N1CCCCC1 (3S)-4-oxo-4-piperidin-1-yl-3-(propyl-amino)butanoic acid